C(C)(C)(C)OC(=O)N1C[C@H]2C([C@H]2C1)C1=NOC(C1)(C)C(F)F (1R,5S,6r)-6-[5-(difluoromethyl)-5-methyl-4,5-dihydro-1,2-oxazole-3-yl]-3-azabicyclo[3.1.0]Hexane-3-carboxylic acid tert-butyl ester